(R)-1-cyclopropyl-2-methoxy-N-((5-(trifluoromethyl)pyridin-2-yl)methyl)ethan-1-amine C1(CC1)[C@H](COC)NCC1=NC=C(C=C1)C(F)(F)F